C(CC)OC=1C=C(C(=O)O)C=C(C1)OCC1=NC2=CC=CC=C2C=C1 3-propoxy-5-(quinolin-2-ylmethoxy)benzoic acid